2-methoxy-6-methyl-3-(Trifluoromethyl)pyridine COC1=NC(=CC=C1C(F)(F)F)C